[N,N'-bis[(2-hydroxy-5-vinylphenyl)methylene]-1,2-diaminocyclohexane] manganese (III) chloride [Cl-].[Mn+3].OC1=C(C=C(C=C1)C=C)C=NC1C(CCCC1)N=CC1=C(C=CC(=C1)C=C)O.[Cl-].[Cl-]